2-[1-(fluoromethyl)-2-oxabicyclo[2.1.1]hex-4-yl]-7-[1-methylpropyloxy]imidazo[1,2-a]pyridine-6-carboxylic acid FCC12OCC(C1)(C2)C=2N=C1N(C=C(C(=C1)OC(CC)C)C(=O)O)C2